(R)-4-(5-(difluoromethyl)-2-methoxyphenyl)-N-((4-(1-methoxyethyl)benzyl)sulfonyl)-6-methylnicotinamide FC(C=1C=CC(=C(C1)C1=CC(=NC=C1C(=O)NS(=O)(=O)CC1=CC=C(C=C1)[C@@H](C)OC)C)OC)F